6-(4-methoxyphenyl)-1-(2-morpholino-2-oxo-ethyl)-3H-imidazo[4,5-b]Pyridine COC1=CC=C(C=C1)C=1C=C2C(=NC1)NCN2CC(=O)N2CCOCC2